NC=1C(=NC=C(N1)N1CCC(CC1)(C)N)SC=1C(=C(C=CC1)N1CCN(CC1)CC=1C=C2C(N(C(C2=CC1)=O)C1C(NC(CC1)=O)=O)=O)Cl 5-((4-(3-((3-amino-5-(4-amino-4-methylpiperidin-1-yl)pyrazin-2-yl)thio)-2-chlorophenyl)piperazin-1-yl)methyl)-2-(2,6-dioxopiperidin-3-yl)isoindoline-1,3-dione